[H-].[Na+].C(C1=CC=CC=C1)N1C2=NC=NC(=C2N=C1C=1C=NC(=CC1C)OCCN1CCNCC1)OC1(CCC1)C 9-Benzyl-8-(4-methyl-6-(2-(piperazin-1-yl)ethoxy)pyridin-3-yl)-6-(1-methylcyclobutoxy)-9H-purine Sodium hydride